CN1C(C2=C(C(=C1)C=1C=C(C=CC1OC1COCCC1)NS(=O)(=O)C)C=CN2)=O N-[3-(6-methyl-7-oxo-6,7-dihydro-1H-pyrrolo[2,3-c]pyridin-4-yl)-4-(tetrahydro-2H-pyran-3-yloxy)phenyl]methanesulfonamide